(E)-4-(1-(5-bromo-3-nitro-1H-indol-1-yl)cyclopropyl)but-3-en-2-one BrC=1C=C2C(=CN(C2=CC1)C1(CC1)/C=C/C(C)=O)[N+](=O)[O-]